3,4,5-Trimethyl-7,8-dihydro-6H-1,2,3a,7-tetraaza-as-indacene hydrochloride Cl.CC1=NN=C2C=3CNCC3C(=C(N12)C)C